4-(1H-1,2,4-triazole-1-yl)aniline N1(N=CN=C1)C1=CC=C(N)C=C1